2-butyl-1-[(5-chloropyrimidin-2-yl)methyl]imidazole-4-carbaldehyde C(CCC)C=1N(C=C(N1)C=O)CC1=NC=C(C=N1)Cl